F[C@@H]1CN(CC[C@@H]1NC1=NC=C(C(=N1)C=1SC(=CN1)C)C(F)(F)F)S(=O)(=O)C=1N=CN(C1)C N-((3R,4S)-3-fluoro-1-((1-methyl-1H-imidazol-4-yl)sulfonyl)piperidin-4-yl)-4-(5-methylthiazol-2-yl)-5-(trifluoromethyl)pyrimidin-2-amine